(2S)-1-(2-aminoacetyl)-4,4-difluoropyrrolidine-2-carbonitrile hydrochloride Cl.NCC(=O)N1[C@@H](CC(C1)(F)F)C#N